S(=O)(=O)(O)CCS(=O)(=O)O.C(C)(=O)N acetamide edisylate